C(=CCCCCC)C=1C=C(C(=C(C1)O)C1C=C(CCC1)C)O 5-Hept-1-enyl-2-(3-methylcyclohex-2-en-1-yl)benzene-1,3-diol